N-((1-carboxycyclopropyl)methyl)ethylammonium trifluoroacetate FC(C(=O)[O-])(F)F.C(=O)(O)C1(CC1)C[NH2+]CC